[F-].C[N+](CC(C)(C)C)(C)C N,N,N-trimethyl-N-neopentylammonium fluoride